(R)-4-(2-(dimethylamino)-1-phenylethoxy)-3-methoxy-N-(5-(pyridin-4-yl)-1,3,4-thiadiazol-2-yl)benzamide CN(C[C@H](OC1=C(C=C(C(=O)NC=2SC(=NN2)C2=CC=NC=C2)C=C1)OC)C1=CC=CC=C1)C